C([C@@H]1[C@@H]([C@@H]([C@H](C(O1)O)O)O)O)O d-(+)-galactose